O=C1N(CCC(N1)=O)N1C(C2=CC=C(C=C2C1=O)CN1CCC(=CC1)C=1SC=CC1C)=O 2-(2,4-dioxotetrahydropyrimidin-1(2H)-yl)-5-((4-(3-methylthiophene-2-yl)-3,6-dihydropyridin-1(2H)-yl)methyl)isoindoline-1,3-dione